imino-oxo-[4-(4,4,5,5-tetramethyl-1,3,2-dioxaborolan-2-yl)phenyl]-(trifluoromethyl)-λ6-sulfane N=S(C(F)(F)F)(C1=CC=C(C=C1)B1OC(C(O1)(C)C)(C)C)=O